[Au].NC1=NNC(=N1)S 3-amino-5-mercapto-1,2,4-triazole gold